1-(4-((2-(4-(2-Cyanoacetyl)piperazin-1-yl)-5-oxo-5,6-dihydropyrimido[4,5-d]pyridazin-4-yl)amino)phenyl)piperidin C(#N)CC(=O)N1CCN(CC1)C=1N=C(C2=C(C=NNC2=O)N1)NC1=CC=C(C=C1)N1CCCCC1